(S)-1-azido-13-oxo-16-(12-sulfododecanamido)-3,6,9-trioxa-12-azaheptadecan-17-oic acid N(=[N+]=[N-])CCOCCOCCOCCNC(CC[C@@H](C(=O)O)NC(CCCCCCCCCCCS(=O)(=O)O)=O)=O